ClC1=C(C=CC=C1)CC(=O)NC1=CC(=C(C=C1)C1=NOC(=N1)C(F)(F)F)S(NCC1=C(C=C(C=C1)OC)OC)(=O)=O (2-chlorophenyl)-N-{3-[(2,4-dimethoxybenzyl)sulfamoyl]-4-[5-(trifluoromethyl)-1,2,4-oxadiazol-3-yl]phenyl}acetamide